OCCC1=CC=C(C=C1)S(=O)(=O)O 4-(2-hydroxyethyl)benzenesulfonic acid